N,N-dimethyl-5-(4-(trifluoromethyl)phenyl)-1,2,3,4-tetrahydroisoquinolin-7-amine hydrochloride Cl.CN(C1=CC(=C2CCNCC2=C1)C1=CC=C(C=C1)C(F)(F)F)C